ClC=1C(=C(C=CC1F)\C(=N\[S@](=O)C(C)(C)C)\C1CC(C1)C(F)(F)F)F (R,E)-N-((3-chloro-2,4-difluorophenyl)(3-(trifluoromethyl)cyclobutyl)methylene)-2-methylpropane-2-sulfinamide